methyl N-(O-acetyl-N-(2-(4-((tert-butoxycarbonyl)amino)phenyl)-5-methylthiazole-4-carbonyl)seryl)-O-(tert-butyldiphenylsilyl)-L-serinate C(C)(=O)OC[C@H](NC(=O)C=1N=C(SC1C)C1=CC=C(C=C1)NC(=O)OC(C)(C)C)C(=O)N[C@@H](CO[Si](C1=CC=CC=C1)(C1=CC=CC=C1)C(C)(C)C)C(=O)OC